8-[(8aS,11R)-6-chloro-4-fluoro-11-methyl-8,8a,9,10,11,12-hexahydropyrazino[2',1':3,4][1,4]oxazepino[5,6,7-de]quinazolin-5-yl]-7-methylisoquinolin-1(2H)-one ClC1=C2C3=C(N=CN=C3C(=C1C=1C(=CC=C3C=CNC(C13)=O)C)F)N1[C@H](CO2)CN[C@@H](C1)C